FC1=CC=C(C2=C1N=C(O2)[C@H]2N(CCC1=C2N=CN1)C(=O)C1=CN=CO1)F (S)-(4-(4,7-difluorobenzo[d]oxazol-2-yl)-6,7-dihydro-1H-imidazo[4,5-c]pyridin-5(4H)-yl)(oxazol-5-yl)methanone